COC1=CC(=C(C=C1)C1=NN(C=C1)C)[N+](=O)[O-] 3-(4-methoxy-2-nitrophenyl)-1-methyl-1H-pyrazole